ClC1=CC2=C(N(C(C3=C(N2CCCCN(C(=O)OC(C)(C)C)C(=O)OC(C)(C)C)C=CC=C3)=O)CC3=CC=C(C=C3)OC)C=C1 di-tert-butyl {4-[7-chloro-10-(4-methoxybenzyl)-11-oxo-10,11-dihydro-5H-dibenzo[b,e][1,4]diazepin-5-yl]butyl}imidodicarbonate